2-((2-aminoethyl)sulfonyl)-1-((1S,5S)-6-(4-ethoxyphenyl)-9,9-dimethyl-3,6-diazabicyclo[3.2.2]nonan-3-yl)ethan-1-one tert-Butyl-(2-methoxy-5-nitrophenyl)(methyl)carbamate C(C)(C)(C)OC(N(C)C1=C(C=CC(=C1)[N+](=O)[O-])OC)=O.NCCS(=O)(=O)CC(=O)N1C[C@@H]2CN([C@H](C1)C(C2)(C)C)C2=CC=C(C=C2)OCC